OC(O)C(C(=O)O)C dihydroxymethyl-propanoic acid